((1-(6-bromopyridin-3-yl)piperidin-4-yloxy)methyl)-5-cyclopropyl-3-(2,6-dichlorophenyl)isoxazole BrC1=CC=C(C=N1)N1CCC(CC1)OCC=1C(=NOC1C1CC1)C1=C(C=CC=C1Cl)Cl